ClC1=CC(=C2C(=N1)C=C(S2)C(=O)NCCN(C)C)N2CCOCC2 5-chloro-N-(2-(dimethylamino)ethyl)-7-morpholinothieno[3,2-b]pyridine-2-carboxamide